tert-butyl (3R,4R)-4-(((7-((tert-butoxycarbonyl)(2-fluoro-4-(pyridin-2-yl)benzyl)amino)-3-chloropyrazolo[1,5-a]pyrimidin-5-yl)amino)methyl)-3-hydroxypiperidine-1-carboxylate C(C)(C)(C)OC(=O)N(C1=CC(=NC=2N1N=CC2Cl)NC[C@@H]2[C@H](CN(CC2)C(=O)OC(C)(C)C)O)CC2=C(C=C(C=C2)C2=NC=CC=C2)F